NC=1C=C(C(=C(C1)[C@@H](C)NC1=NC(=NC2=CC(=C(C=C12)OC)C(=O)N1CCOCC1)C)F)C(F)(F)F (R)-(4-((1-(5-amino-2-fluoro-3-(trifluoromethyl)phenyl)ethyl)amino)-6-methoxy-2-methylquinazoline-7-yl)(morpholino)methanone